ClC1=NC2=CC(=CC=C2C(=N1)NC1=NNC(=C1)C)N1CCN(CC1)S(=O)(=O)C(F)(F)F 2-chloro-N-(5-methyl-1H-pyrazol-3-yl)-7-(4-((trifluoromethyl)sulfonyl)piperazin-1-yl)quinazolin-4-amine